5-fluoro-2-iodo-3-methyl-phenol FC=1C=C(C(=C(C1)O)I)C